NC1=NC(=NC(=C1C(=O)OCC)C)C=1C=NC(=CC1)OCCC(C)(C)C ethyl 4-amino-2-(6-(3,3-dimethylbutoxy) pyridin-3-yl)-6-methylpyrimidine-5-carboxylate